C(C(C(C(C(CN)N)N)N)N)N hexane-1,2,3,4,5,6-hexamine